C(O)(O)=O.C(C)(C)N(CCN)C(C)C N,N-diisopropyl-1,2-diaminoethane carbonate